4-(2-(3-bromo-4-fluorobenzoyl)-4-cyclopropyl-3-oxobutyl)-2-fluoro-N,N-bis(4-methoxybenzyl)benzenesulfonamide BrC=1C=C(C(=O)C(CC2=CC(=C(C=C2)S(=O)(=O)N(CC2=CC=C(C=C2)OC)CC2=CC=C(C=C2)OC)F)C(CC2CC2)=O)C=CC1F